tert-butyl 2-(diethoxyphosphoryl)-3-(3-(4-(trifluoromethoxy)benzyl)-1,2,4-oxadiazol-5-yl)propanoate C(C)OP(=O)(OCC)C(C(=O)OC(C)(C)C)CC1=NC(=NO1)CC1=CC=C(C=C1)OC(F)(F)F